FC1=CC=C2C(=C(C=NC2=C1C1=C(C=CC(=C1)F)C)NC(=O)C1=CC=NC2=CC=CC=C12)N1CCOCC1 N-(7-fluoro-8-(5-fluoro-2-methylphenyl)-4-morpholinoquinolin-3-yl)quinoline-4-carboxamide